1-[(2S)-2-(1,1-difluoroethyl)-6-oxido-2,3-dihydropyrido[2,3-f][1,4]oxazepin-4(5H)-yl]-2,2,2-trifluoroethanone FC(C)(F)[C@H]1OC2=C(CN(C1)C(C(F)(F)F)=O)[N+](=CC=C2)[O-]